C(C(C([2H])([2H])[2H])(C([2H])([2H])C1=C(C(=NC=C1)C1=NC=CC=C1)C1=CC=CC=C1)[2H])([2H])([2H])[2H] (isobutyl-d9)phenylbipyridine